OC1=C(C=CC(=C1C)OCCCCCC)C1=NC(=NC(=N1)C1=C(C(=C(C=C1)OCCCCCC)C)O)C1=C(C(=C(C=C1)OCCCCCC)C)O 2,4,6-tris(2-Hydroxy-4-hexyloxy-3-methylphenyl)-1,3,5-triazine